N1=C(C=CC2=CC=CN=C12)CC=O [1,8]NAPHTHYRIDIN-2-YL-ACETALDEHYDE